COC(C1=CC=C(N=N1)C1=C(C=C(C=C1)C=1C=NNC1)O)C1CC(NC(C1)(C)C)(C)C 2-(6-(methoxy(2,2,6,6-tetramethylpiperidin-4-yl)methyl)pyridazin-3-yl)-5-(1H-pyrazol-4-yl)phenol